2-acetamido-3-(pyridin-3-yl)propionic acid C(C)(=O)NC(C(=O)O)CC=1C=NC=CC1